N-((3R,4S)-4-((6-(2,6-dichloro-3,5-di-methoxyphenyl)-8-(tetrahydro-2H-pyran-4-yl)pyrido[3,4-d]pyrimidin-2-yl)amino)tetrahydrofuran-3-yl)acryl-amide ClC1=C(C(=C(C=C1OC)OC)Cl)C1=CC2=C(N=C(N=C2)N[C@H]2[C@H](COC2)NC(C=C)=O)C(=N1)C1CCOCC1